(2s)-2-amino-4-(4,4,4-trifluoro-3-hydroxy-3-(5-phenylpyridin-2-yl)butylsulfonimidoyl)butanoic acid N[C@H](C(=O)O)CCS(=O)(=N)CCC(C(F)(F)F)(C1=NC=C(C=C1)C1=CC=CC=C1)O